C(CCCCCCCCCCCCCCCCC)(=O)OCC(CO)O 3-stearoylglycerol